C(C)(C)(C)OC(=O)NCC1=CC(=C(C(=C1)C)NC(=O)C1=CC2=C(OCCC3=C2SC=C3)C=C1C=1C(=NC(=CC1)C(NCCC)=O)C(=O)OC)C(C)C methyl 3-(9-((4-(((tert-butoxycarbonyl)amino)methyl)-2-isopropyl-6-methylphenyl)carbamoyl)-4,5-dihydrobenzo[b]thieno[2,3-d]oxepin-8-yl)-6-(propylcarbamoyl)picolinate